FC=1C=CC(=C(C1)C1=NNC2=NC(=CC=C21)NC(NCCN2CCN(CC2)C)=O)OC 3-[3-(5-fluoro-2-methoxyphenyl)-1H-pyrazolo[3,4-b]pyridin-6-yl]-1-[2-(4-methylpiperazin-1-yl)ethyl]urea